4-(5-Fluoropyridin-2-yl)-N-(4-(trifluoromethyl)pyridin-2-yl)-thiazol-2-amine FC=1C=CC(=NC1)C=1N=C(SC1)NC1=NC=CC(=C1)C(F)(F)F